N-[4-(2-isopentylphenyl)-6-(4-morpholinophenoxy)-5-(trifluoromethyl)pyrimidin-2-yl]-1-methyl-pyrazole-4-sulfonamide C(CC(C)C)C1=C(C=CC=C1)C1=NC(=NC(=C1C(F)(F)F)OC1=CC=C(C=C1)N1CCOCC1)NS(=O)(=O)C=1C=NN(C1)C